FC(C1=CC=C(C=C1)C1=CC=2N(C(=N1)CN)C=CN2)(F)F (7-(4-(trifluoromethyl)phenyl)imidazo[1,2-c]pyrimidin-5-yl)methanamine